isobutane-1-sulfonic acid [2,4-difluoro-3-[5-(4,4,5,5-tetramethyl-[1,3,2]dioxaborolan-2-yl)-1H-pyrrolo[2,3-b]pyridine-3-carbonyl]-phenyl]-amide FC1=C(C=CC(=C1C(=O)C1=CNC2=NC=C(C=C21)B2OC(C(O2)(C)C)(C)C)F)NS(=O)(=O)CC(C)C